O1COCC2=C1C=CC=C2CC(=O)O 2-(benzo[d][1,3]dioxan-5-yl)acetic acid